4-nitrophenylbicyclo[1.1.0]butane-1-carboxylate [N+](=O)([O-])C1=CC=C(C=C1)OC(=O)C12CC2C1